C1(CCCCC1)NC(OC1=CC(=C(C=C1)OC)C=1C=NC=C(C1)C=1NC=CC1)=O 3-(5-(1H-pyrrol-2-yl)pyridin-3-yl)-4-methoxyphenyl cyclohexylcarbamate